6-[(4-chloropyrazol-1-yl)methyl]-2-(3,4-dichlorophenyl)-1-ethyl-4-oxo-pyridine-3-carboxylic acid ClC=1C=NN(C1)CC1=CC(C(=C(N1CC)C1=CC(=C(C=C1)Cl)Cl)C(=O)O)=O